3-(4-hydroxy-1,3-thiazol-2-yl)-8-methoxy-2-(trifluoromethyl)-4H-pyrido[1,2-a]pyrimidin-4-one OC=1N=C(SC1)C1=C(N=C2N(C1=O)C=CC(=C2)OC)C(F)(F)F